OC1=C(C=CC(=C1)C(F)(F)F)C1=NN=C(C(N1C)=O)N[C@H]1CN(CCC1)C 3-[2-Hydroxy-4-(trifluoromethyl)phenyl]-4-methyl-6-[[(3R)-1-methyl-3-piperidyl]amino]-1,2,4-triazin-5-on